4-[(E)-[(6-fluoro-1,1-dioxo-1,2-benzothiazol-3-yl)-methyl-hydrazono]methyl]-2-methoxy-phenol FC1=CC2=C(C(=NS2(=O)=O)N(\N=C\C2=CC(=C(C=C2)O)OC)C)C=C1